4-chloro-1,7-dimethyl-1H-imidazo[4,5-d]pyridazine ClC1=C2C(=C(N=N1)C)N(C=N2)C